CC1=NC(=C(C(=O)O)C=C1C(F)(F)F)N1CCC2(CC2)CC1 6-methyl-2-(6-azaspiro[2.5]octan-6-yl)-5-(trifluoromethyl)nicotinic acid